FC=1C(=NC(=NC1OC1CCC(CC1)C(F)(F)F)C)C1=CNC2=C1N(C(C=C2)=O)CC(F)(F)F rel-3-(5-fluoro-2-methyl-6-{[(1r,4r)-4-(trifluoromethyl)cyclohexyl]-oxy}pyrimidin-4-yl)-4-(2,2,2-trifluoroethyl)-1H,4H,5H-pyrrolo[3,2-b]pyridin-5-one